1,2-dimethyl-N-(5-(3-(piperidine-1-carbonyl)pyrazolo[1,5-a]pyridin-7-yl)pyridin-3-yl)-1H-imidazole-5-carboxamide CN1C(=NC=C1C(=O)NC=1C=NC=C(C1)C1=CC=CC=2N1N=CC2C(=O)N2CCCCC2)C